(S)-N1-(2-methylbutyl)-N1-((5-(trifluoromethyl)pyridin-2-yl)methyl)oxalamide C[C@H](CN(C(C(=O)N)=O)CC1=NC=C(C=C1)C(F)(F)F)CC